[C-]1(C=CC=C1)C(=O)[C-]1C=CC=C1.[CH-]1C=CC=C1.[Fe+2].[CH-]1C=CC=C1.[Fe+2] ferrocenyl ketone